CNC=CCCCCC (N-methyl)heptenamine